rel-(2S,3S,SR)-4-[[3-(4-fluoro-2-methoxy-phenyl)-5-methyl-5-(trifluoromethyl)tetrahydrofuran-2-carbonyl]amino]pyridine-2-carboxamide FC1=CC(=C(C=C1)[C@H]1[C@H](O[C@@](C1)(C(F)(F)F)C)C(=O)NC1=CC(=NC=C1)C(=O)N)OC |o1:7,8,10|